5-(8-bromoimidazo[1,2-b]pyridazin-6-yl)pyrimidine-2,4(1H,3H)-dione BrC=1C=2N(N=C(C1)C=1C(NC(NC1)=O)=O)C=CN2